tert-butyl (3-(6-(1-((tert-butyldimethylsilyl)oxy)but-3-en-1-yl)-4-methylpyridin-3-yl)-1,6-naphthyridin-7-yl)carbamate [Si](C)(C)(C(C)(C)C)OC(CC=C)C1=CC(=C(C=N1)C=1C=NC2=CC(=NC=C2C1)NC(OC(C)(C)C)=O)C